(S)-2-(5-methyl-1,2-oxazol-3-yl)but-3-yn-2-ol CC1=CC(=NO1)[C@](C)(C#C)O